ClC1=C(C(=CC(=C1)N1CCOCC1)C(F)(F)F)NC(CC1=CC(=CC=C1)F)=O N-(2-Chloro-4-morpholin-4-yl-6-trifluoromethyl-phenyl)-2-(3-fluoro-phenyl)-acetamide